Benzyl (2S)-2-(cyanomethyl)-4-(8-fluoro-2-(((2R,7aS)-2-fluorotetrahydro-1H-pyrrolizin-7a(5H)-yl)methoxy)-7-(5-methyl-1H-indazol-4-yl)quinazolin-4-yl)piperazine-1-carboxylate C(#N)C[C@@H]1N(CCN(C1)C1=NC(=NC2=C(C(=CC=C12)C1=C2C=NNC2=CC=C1C)F)OC[C@]12CCCN2C[C@@H](C1)F)C(=O)OCC1=CC=CC=C1